CC1=C(C(=O)O)C=C(N=C1C#N)C methyl-6-methyl-2-cyanoisonicotinic acid